C(C)(C)(C)OC1=CC=CC=2N(C(=NC21)C2=C(C=C(OCCC(=O)O)C=C2)Cl)CC2=CC(=CC=C2)Cl 3-(4-(4-(tert-butoxy)-1-(3-chlorobenzyl)-1H-benzo[d]imidazol-2-yl)-3-chlorophenoxy)propanoic acid